(R,6S)-N'-((1,2,3,5,6,7-hexahydro-s-indacen-4-yl)carbamoyl)-6-methoxy-6-methyl-6,7-dihydro-5H-pyrazolo[5,1-b][1,3]oxazine-3-sulfonimidamide C1CCC2=C(C=3CCCC3C=C12)NC(=O)N=[S@](=O)(N)C=1C=NN2C1OC[C@@](C2)(C)OC